ClC1=C(C(=CC=C1)F)C1CC(=NO1)C=1N=C(SC1)C1CCN(CC1)C(COC1=NC=CC(=N1)C(F)(F)F)=O 1-(4-(4-(5-(2-chloro-6-fluorophenyl)-4,5-dihydroisoxazol-3-yl)thiazol-2-yl)piperidin-1-yl)-2-((4-(trifluoromethyl)pyrimidin-2-yl)oxy)ethan-1-one